2-propenediamine C(C=C)(N)N